C1(CCC1)CNC(=O)C1=CC=C(C=C1)C1=C(NC(=C1C1=CC=C(C=C1)NCC=C)C)C(=O)N 3-(4-(cyclobutylmethylcarbamoyl)phenyl)-5-methyl-4-(4-(prop-2-enylamino)phenyl)-1H-pyrrole-2-carboxamide